FC=1C(=C(C(=C(C1F)F)F)C1=C(C(=C(C(=C1F)F)F)F)F)B(C1=C(C(=CC=C1F)F)F)C1=C(C(=CC=C1F)F)F (perfluoro-[1,1'-biphenyl]-2-yl)bis-(2,3,6-trifluoro-phenyl)borane